5-(5-(4-methylpiperazin-1-yl)-1H-pyrrolo[2,3-b]pyridin-3-yl)-N-(1-methylpiperidin-4-yl)pyrazolo[1,5-a]pyridine-3-carboxamide CN1CCN(CC1)C=1C=C2C(=NC1)NC=C2C2=CC=1N(C=C2)N=CC1C(=O)NC1CCN(CC1)C